benzyl 5-((tert-butoxycarbonyl) amino)-2,5-dimethylpiperidine-1-carboxylate C(C)(C)(C)OC(=O)NC1(CCC(N(C1)C(=O)OCC1=CC=CC=C1)C)C